FC1(CC1)C(=O)N1CC2(C1)C[C@@H](CC2)N2CCC(CC2)C2=C(C=CC=C2)OCCC(C)(C)OC (R)-(1-fluorocyclopropyl)(6-(4-(2-(3-methoxy-3-methylbutoxy)phenyl)piperidin-1-yl)-2-azaspiro[3.4]octan-2-yl)methanone